CN(C1[NH+](CCN1CC(C)=O)C)C 2-dimethylamino-3-acetylmethyl-1-Methylimidazolinium